(2-(3,6-dimethoxy-9H-carbazole-9-yl)ethyl)phosphine COC=1C=CC=2N(C3=CC=C(C=C3C2C1)OC)CCP